CCCCC\C=C/C\C=C/CCCCCCCCC(CCCCCCCC\C=C/C\C=C/CCCCC)OC(CCCN(C)C)=O.ClC=1C=C2C(=CNC2=CC1)CCC(C)NS(=O)(=O)C1=CC=C(C=C1)OCCCN1CCN(CC1)C N-(4-(5-chloro-1H-indol-3-yl)but-2-yl)-4-(3-(4-methylpiperazin-1-yl)propoxy)benzenesulfonamide (6Z,9Z,28Z,31Z)-heptatriaconta-6,9,28,31-tetraen-19-yl-4-(dimethylamino)-butanoate